(R)-5-ethyl-5-methyl-N-((S)-5-methyl-4-oxo-2,3,4,5-tetrahydrobenzo[b][1,4]oxazepin-3-yl)-1,4,5,7-tetrahydropyrano[3,4-c]pyrazole-3-carboxamide C(C)[C@@]1(CC2=C(NN=C2C(=O)N[C@@H]2C(N(C3=C(OC2)C=CC=C3)C)=O)CO1)C